2-[(4-{6-[(2,3-difluorobenzyl)oxy]pyridin-2-yl}piperidin-1-yl)methyl]-1-methyl-1H-benzimidazole-6-carboxylic acid FC1=C(COC2=CC=CC(=N2)C2CCN(CC2)CC2=NC3=C(N2C)C=C(C=C3)C(=O)O)C=CC=C1F